OXADISILACYCLOPENTANE C1C[Si][Si]O1